bicyclo[1.1.1]pentane-1-sulfonyl chloride C12(CC(C1)C2)S(=O)(=O)Cl